C(C=1C(O)=CC=CC1)(=O)OC(C)CC(=C)C 4-methylpent-4-en-2-yl salicylate